C1(CC1)OC1=C(C=CC=C1)B(O)O 2-CYCLOPROPOXYPHENYLBORONIC ACID